ClC1=CC=C(S1)C(=O)NC[C@H]1CN(C(O1)=O)C1=CC=C(C=C1)N1C(COCC1)=O (S)-5-Chloro-N-((2-oxo-3-(4-(3-oxomorpholino)phenyl)oxazolidin-5-yl)methyl)thiophene-2-carboxamide